C(#N)C(C)(C1=CN=C(N1)C1=C(C=CC(=C1)OC1=C(C=C2C(=N1)C=CN2)F)F)C=2C=C(C=CC2)CCC(=O)O 3-(3-(1-cyano-1-(2-(2-fluoro-5-((6-fluoro-1H-pyrrolo[3,2-b]pyridin-5-yl)oxy)phenyl)-1H-imidazol-5-yl)ethyl)phenyl)propanoic acid